FC1=CC(=C(C=C1)NC=1C2=C(N=CN1)SC(=N2)C(=O)NCCCNC)OC(C)C 7-{[4-fluoro-2-(prop-2-yloxy)phenyl]amino}-N-[3-(methylamino)propyl][1,3]thiazolo[5,4-d]pyrimidine-2-carboxamide